C1(CCCCC1)CN1N=CC2=CC=CC=C12 1-(Cyclohexylmethyl)indazol